NC=1C=C(C=C(C1)C(F)(F)F)[C@@H](C)NC1=NC(=NC2=C3C(=C(C=C12)N1C[C@@H](O[C@@H](C1)C)C)CCC3)C N-((R)-1-(3-amino-5-(trifluoromethyl)phenyl)ethyl)-6-((2S,6R)-2,6-dimethylmorpholino)-2-methyl-8,9-dihydro-7H-cyclopenta[h]quinazolin-4-amine